N1C(=NC2=C1C=CC=C2)C2=CC(=NN2)NC(=O)C=2C=NC(=CC2)N2CCOCC2 N-[5-(1H-benzimidazol-2-yl)-1H-pyrazol-3-yl]-6-morpholino-pyridine-3-carboxamide